BrC=1C=C(C=CC1)NC(=O)NN=CC1=C(NC2=CC=CC=C12)Cl N-(3-bromophenyl)-2-((2-chloro-1H-indol-3-yl)methylene)hydrazine-1-carboxamide